CC=1C=C(\C=N\NC2=C3N=CN(C3=NC(=N2)N2CCOCC2)C2=NC=CC=C2C)C=CC1 (E)-4-(6-(2-(3-methylbenzylidene)hydrazinyl)-9-(3-methylpyridin-2-yl)-9H-purin-2-yl)morpholine